O[C@H]1[C@@H](COC[C@@H]1N1C2=CC=CC=C2OC=2C=CC=CC12)NS(=O)(=O)C1=CC=C(C=C1)NC(OC(C)(C)C)=O tert-butyl (4-(N-((3R,4R,5S)-4-hydroxy-5-(10H-phenoxazin-10-yl)tetrahydro-2H-pyran-3-yl)sulfamoyl)phenyl)carbamate